4-benzyl-5-methyl-1,4-oxazepane C(C1=CC=CC=C1)N1CCOCCC1C